2-(o-tolyl)acetonitrile C1(=C(C=CC=C1)CC#N)C